C(C)(C)N1N=C(C=C1C1[C@H]2CC(C[C@@H]12)N1CCOCCC1)C1=CC(=CC=C1)OC(F)(F)F 4-((1R,3r,5S,6r)-6-(1-isopropyl-3-(3-(trifluoromethoxy)phenyl)-1H-pyrazol-5-yl)bicyclo[3.1.0]hexane-3-yl)-1,4-oxaazepane